ClC=1C(=NC=C(N1)Cl)CNC(C)=O N-((3,5-dichloropyrazin-2-yl)methyl)acetamide